ClC1=CC=C2C=CC=C(C2=C1C#C[Si](C(C)C)(C(C)C)C(C)C)OS(=O)(=O)C(F)(F)F [7-chloro-8-(2-triisopropylsilylethynyl)-1-naphthyl]triflate